COC=1C=C(C=CC1)N1N=CC(=C1)C=1SC=C(N1)C(=O)N(C(C)C)C1CCNCC1 2-[1-(3-methoxyphenyl)-1H-pyrazol-4-yl]-N-(piperidin-4-yl)-N-(propan-2-yl)-1,3-thiazole-4-carboxamide